7-{1H-pyrazolo[3,4-c]pyridin-3-yl}-1,2,3,4-tetrahydroquinoline N1N=C(C=2C1=CN=CC2)C2=CC=C1CCCNC1=C2